(1S,2R,3S)-N,2,3-trimethyl-3-((6-(1-methyl-1H-pyrazol-4-yl)pyrazolo[1,5-a]pyrazin-4-yl)oxy)cyclobutan-1-amine hydrochloride Cl.CN[C@@H]1[C@H]([C@](C1)(OC=1C=2N(C=C(N1)C=1C=NN(C1)C)N=CC2)C)C